(2S,4R)-1-((S)-3,3-dimethyl-2-(4-(N-methylhex-5-ynamido)butanamido)butanoyl)-4-hydroxy-N-((S)-1-(4-(4-methylthiazol-5-yl)phenyl)ethyl)pyrrolidine-2-carboxamide CC([C@@H](C(=O)N1[C@@H](C[C@H](C1)O)C(=O)N[C@@H](C)C1=CC=C(C=C1)C1=C(N=CS1)C)NC(CCCN(C(CCCC#C)=O)C)=O)(C)C